N1=C(C=CC=C1)C=1C=C(C=CC1)C1=NC(=NC(=N1)C1=CC(=CC=C1)C1=NC=CC=C1)C1=CC(=CC=C1)C1=NC=CC=C1 2,4,6-tris(3-(pyridyl)phenyl)-1,3,5-triazine